C(C=C)N1[C@@H](CN(CC1)C(=O)OC(C)(C)C)C(F)(F)F (S)-tert-butyl 4-allyl-3-(trifluoromethyl)piperazine-1-carboxylate